C[C@H]1COCC1 |o1:1| (R or S)-3-methyltetrahydrofuran